3-(thiophen-2-yl)propionic acid S1C(=CC=C1)CCC(=O)O